1,3-bis(3,5-dicarboxyphenyl)-1-triazene C(=O)(O)C=1C=C(C=C(C1)C(=O)O)N=NNC1=CC(=CC(=C1)C(=O)O)C(=O)O